BrC(CCC)C=1N(C(C2=C(N1)C=CN=C2)=O)CC 2-(1-Bromobutyl)-3-ethylpyrido[4,3-d]pyrimidin-4(3H)one